N-(2-([1,4'-bipiperidin]-4-yl)-7-(2-hydroxypropan-2-yl)imidazo[1,2-a]pyridin-6-yl)-6-(trifluoromethyl)pyridinecarboxamide hydrochloride Cl.N1(CCC(CC1)C=1N=C2N(C=C(C(=C2)C(C)(C)O)NC(=O)C2=NC(=CC=C2)C(F)(F)F)C1)C1CCNCC1